O=C1C(=CC=NN1C1CCN(CC1)C(=O)OC(C)(C)C)C1=CC=CC=C1 tert-butyl 4-(6-oxo-5-phenylpyridazin-1(6H)-yl)piperidine-1-carboxylate